ClC1=C(CNC(=O)[C@H]2N([C@H]3C[C@]3(C2)C)C(CNC(C2=CC=C(C=C2)OC2=CC=CC=C2)=O)=O)C=CC=C1Cl (1S,3S,5S)-N-(2,3-dichlorobenzyl)-5-methyl-2-((4-phenoxybenzoyl)glycyl)-2-azabicyclo[3.1.0]hexane-3-carboxamide